4-(6-((tert-butyldimethylsilyloxy)methyl)pyridin-2-yl)-tetrahydro-2H-pyran-4-ol [Si](C)(C)(C(C)(C)C)OCC1=CC=CC(=N1)C1(CCOCC1)O